C(C)(C)(C)OC(=O)N([C@H](C(=O)N(C(OC(C)(C)C)=O)C1=CC=C(C=C1)CO[Si](C)(C)C(C)(C)C)C)C(=O)OC(C)(C)C tert-butyl N-[(2S)-2-[bis(tert-butoxycarbonyl)amino]propanoyl]-N-[4-[[tert-butyl(dimethyl)silyl]oxymethyl]phenyl]carbamate